C1(=CC=CC=C1)C1=CN=C2C(=N1)NC=N2 6-phenyl-1H-imidazo[4,5-b]pyrazine